5-(4,6-difluoro-1H-indole-2-carbonyl)-N-(1-(methoxymethyl)cyclopropyl)-N-methyl-4,5,6,7-tetrahydroisoxazolo[4,5-c]pyridine-3-carboxamide FC1=C2C=C(NC2=CC(=C1)F)C(=O)N1CC2=C(CC1)ON=C2C(=O)N(C)C2(CC2)COC